[Br-].C[N+](CC(CC(CCCCCCC\C=C/CCCCCCCC)=O)C(CCCCCCC\C=C/CCCCCCCC)=O)(CCCCO)C dimethyl-4-hydroxybutyl-2,3-dioleoylpropyl-ammonium bromide